PERFLUOROPHENYL (P)-1-(5-CHLORO-2-METHOXY-4-(1-(TRIFLUOROMETHYL)CYCLOPROPYL)PHENYL)-2-OXO-1,2-DIHYDROQUINOLINE-6-SULFONATE ClC=1C(=CC(=C(C1)N1C(C=CC2=CC(=CC=C12)S(=O)(=O)OC1=C(C(=C(C(=C1F)F)F)F)F)=O)OC)C1(CC1)C(F)(F)F